C=C(C(=O)OC1CCCCC1)C(=O)OC1CCCCC1 dicyclohexyl (methylenemalonate)